FC=1C(=C(C=C(C1)CC1=CN=CS1)[C@H](C(=O)O)N1C[C@@H](CC1)OCCCCCC1=NC=2NCCCC2C=C1)OC (R)-2-(3-fluoro-2-methoxy-5-(thiazol-5-ylmethyl)phenyl)-2-((R)-3-((5-(5,6,7,8-tetrahydro-1,8-naphthyridin-2-yl)pentyl)oxy)pyrrolidin-1-yl)acetic acid